tert-butyl (S)-[1-(5-bromo-3-methylthiophene-2-carbonyl)pyrrolidin-3-yl]carbamate BrC1=CC(=C(S1)C(=O)N1C[C@H](CC1)NC(OC(C)(C)C)=O)C